3-chloro-6-fluoro-5-(4-((1S,4S)-5-methyl-2,5-diazabicyclo[2.2.1]heptan-2-yl)phenyl)pyridin-2-amine ClC=1C(=NC(=C(C1)C1=CC=C(C=C1)N1[C@@H]2CN([C@H](C1)C2)C)F)N